[18F]C(=O)C[C@@H](O)[C@H](O)[C@H](O)CO [18F]Fluorodesoxyglucose